4-[1-(2-chlorophenyl)ethoxycarbonylamino]-1,5-dimethyl-pyrazol ClC1=C(C=CC=C1)C(C)OC(=O)NC=1C=NN(C1C)C